5-(tert-butyl)-2-(3-(2-cyano-2-(6-methoxy-3H-imidazo[4,5-c]pyridin-2-yl)vinyl)-2,5-dimethyl-1H-pyrrol-1-yl)thiophene-3-carbonitrile C(C)(C)(C)C1=CC(=C(S1)N1C(=C(C=C1C)C=C(C1=NC2=C(C=NC(=C2)OC)N1)C#N)C)C#N